1-(3-aminophenyl)-1-(4-Aminophenyl)-1-phenylethane NC=1C=C(C=CC1)C(C)(C1=CC=CC=C1)C1=CC=C(C=C1)N